ClCC=1SC=CN1 2-(chloromethyl)thiazole